O-(2-aminopyridin-3-yl)-N-(t-butoxycarbonyl)-L-serine NC1=NC=CC=C1OC[C@H](NC(=O)OC(C)(C)C)C(=O)O